(S)-2-(7-(5-chloro-2-((tetrahydro-2H-pyran-4-yl)amino)pyrimidin-4-yl)-1-oxo-3,4-dihydropyrrolo[1,2-a]pyrazin-2(1H)-yl)-N-((S)-1-(3-fluoro-5-methoxyphenyl)-2-hydroxyethyl)propanamide ClC=1C(=NC(=NC1)NC1CCOCC1)C=1C=C2N(CCN(C2=O)[C@H](C(=O)N[C@H](CO)C2=CC(=CC(=C2)OC)F)C)C1